C(C=C)(=O)O.C(C=C)(=O)O.C(C=C)(=O)O.OCCN1C(N(C(N(C1=O)CCO)=O)CCO)=O tri(2-hydroxyethyl)isocyanuric acid triacrylate